1-(2-chloroethyl)azacyclohexane hydrochloride Cl.ClCCN1CCCCC1